C1(=CC(=CC(=C1)CNC(CCOCCNC(CI)=O)=O)CNC(CCOCCNC(CI)=O)=O)CNC(CCOCCNC(CI)=O)=O N,N',N''-(benzene-1,3,5-triyltris(methylene))tris(3-(2-(2-iodoacetamido)ethoxy)propanamide)